1-(5-{[(5-Chlorothiophen-2-yl)methyl]amino}-3-(piperidin-3-yl)-1H-pyrazol-1-yl)-3-hydroxy-2,2-dimethylpropan-1-on ClC1=CC=C(S1)CNC1=CC(=NN1C(C(CO)(C)C)=O)C1CNCCC1